C1N(CC12CCC2)C2=NC=CC(=C2)CNC(O[C@H]2[C@H](NC[C@@H]2O)CC2=CC=C(C=C2)OC)=O (2R,3S,4S)-4-hydroxy-2-[(4-methoxyphenyl)methyl]pyrrolidin-3-yl N-[(2-{2-azaspiro[3.3]heptan-2-yl}pyridin-4-yl)methyl]carbamate